(R)-5-methyltetrahydrofolate CN1C=2C(NC(=NC2NCC1CNC1=CC=C(C(N[C@H](CCC(=O)[O-])C(=O)O)=O)C=C1)N)=O